2'-chloro-5'-(difluoromethoxy)-6-methyl-(4,4'-bipyridine)-3-carboxylic acid methyl ester COC(=O)C=1C=NC(=CC1C1=CC(=NC=C1OC(F)F)Cl)C